1-(3-chloro-4-fluoro-phenyl)-5-cyano-4-oxo-cinnoline-3-carboxylic acid ClC=1C=C(C=CC1F)N1N=C(C(C2=C(C=CC=C12)C#N)=O)C(=O)O